(rac)-Ethyl [4-(3-{1-[3,5-bis(trifluoromethyl)benzamido]ethyl}pyrazin-2-yl)-1H-1,2,3-triazol-1-yl]acetate FC(C=1C=C(C(=O)N[C@H](C)C=2C(=NC=CN2)C=2N=NN(C2)CC(=O)OCC)C=C(C1)C(F)(F)F)(F)F |r|